C(C)(=O)O.COC(N)=N O-methylisourea acetate